ClC1=CC2=C(N(C(N=C2N2[C@H](CN(CC2)C(=O)OC(C)(C)C)C)=O)C=2C(=NC=CC2C)C(C)C)N=C1C1=C(C=CC(=C1)Cl)F tert-butyl (S)-4-(6-chloro-7-(5-chloro-2-fluorophenyl)-1-(2-isopropyl-4-methylpyridin-3-yl)-2-oxo-1,2-dihydropyrido[2,3-d]pyrimidin-4-yl)-3-methylpiperazine-1-carboxylate